N-(3-methoxybenzyl)-3-((4-methylpiperazin-1-yl)methyl)-N-(4-morpholinobenzyl)aniline COC=1C=C(CN(C2=CC(=CC=C2)CN2CCN(CC2)C)CC2=CC=C(C=C2)N2CCOCC2)C=CC1